8-(4-Chloro-2-fluorophenyl)-2,3-dimethyl-6-(2-(1-methyl-1H-pyrazol-4-yl)tetrahydro-2H-pyran-4-yl)pyrimido[5,4-d]pyrimidin-4(3H)-one ClC1=CC(=C(C=C1)C1=NC(=NC2=C1N=C(N(C2=O)C)C)C2CC(OCC2)C=2C=NN(C2)C)F